ClC1=C(C=C(C=C1)C(CCNC1=CC(=NS1)C1=CC=NC=C1)O)F 1-(4-chloro-3-fluorophenyl)-3-((3-(pyridin-4-yl)isothiazol-5-yl)amino)propan-1-ol